COCC=1NC2=CC=C(C=C2C1)C(=O)O 2-(methoxymethyl)-1H-indole-5-carboxylic acid